(2R,6R)-N-{2-benzyl-2-azaspiro[3.3]heptan-6-yl}-2,6-dimethyl-4-(3,4,5-trifluorophenyl)piperazine-1-carboxamide C(C1=CC=CC=C1)N1CC2(C1)CC(C2)NC(=O)N2[C@@H](CN(C[C@H]2C)C2=CC(=C(C(=C2)F)F)F)C